5-(iodomethyl)-1,3-dimethyl-benzimidazol-2-one ICC1=CC2=C(N(C(N2C)=O)C)C=C1